O=C1C2=CC=CC3=C2C(=NS3)C3=CC=CC(=C13)NC(C1=CC=CC=C1)=O N-(6-oxo-6H-anthra[9,1-Cd][1,2]thiazole-7-yl)benzamide